OC1=C(C=CC=C1)C(C#N)CCCCC 2-hydroxy-α-pentylphenylacetonitrile